7-(trifluoromethyl)isoindol-1-one FC(C=1C=CC=C2C=NC(C12)=O)(F)F